O1CCOC12CCN(CC2)C=2C=C1CN(C(C1=CC2)=O)C2C(NC(CC2)=O)=O 3-[5-(1,4-dioxa-8-azaspiro[4.5]decan-8-yl)-1-oxo-isoindolin-2-yl]piperidine-2,6-dione